tert-butyl (2R,3S)-3-hydroxy-2-methylazetidine-1-carboxylate O[C@@H]1[C@H](N(C1)C(=O)OC(C)(C)C)C